tert-butyl (7-(acetamidomethyl)-5-(4-(trifluoromethyl)phenyl)-5,6,7,8-tetrahydro-1,5-naphthyridin-3-yl)carbamate C(C)(=O)NCC1CN(C=2C=C(C=NC2C1)NC(OC(C)(C)C)=O)C1=CC=C(C=C1)C(F)(F)F